(3R)-1-(7-(5,6-dimethyl-1H-indol-4-yl)-8-fluoro-2-((hexahydro-1H-pyrrolizin-7a-yl)methoxy)pyrido[4,3-d]pyrimidin-4-yl)-3-methylpiperidin-3-ol CC=1C(=C2C=CNC2=CC1C)C1=C(C=2N=C(N=C(C2C=N1)N1C[C@@](CCC1)(O)C)OCC12CCCN2CCC1)F